ClC1=CC=C(C=N1)CNC1=CC=C(C=C1)F N-((6-chloropyridin-3-yl)methyl)-4-fluoroaniline